tert-butyl 6-[[2-(2,2,2-trifluoroethyl)-5-(trifluoromethyl)pyrazol-3-yl]methyl]-2-azaspiro[3.3]heptane-2-carboxylate FC(CN1N=C(C=C1CC1CC2(CN(C2)C(=O)OC(C)(C)C)C1)C(F)(F)F)(F)F